[4-[2-[(2R)-2-methylmorpholin-4-yl]ethoxy]phenyl]acetic acid C[C@@H]1CN(CCO1)CCOC1=CC=C(C=C1)CC(=O)O